Methyl-16-[[(4R,6R)-7-[tert-butyl(dimethyl)silyl]oxy-6-[6-[(Z)-dimethylaminomethyleneamino]purin-9-yl]-2,5-dioxabicyclo[2.2.1]heptan-4-yl]methoxy-hexyl-amino]hexadecanoate COC(CCCCCCCCCCCCCCCN(CCCCCC)OC[C@@]12COC([C@@H](O1)N1C3=NC=NC(=C3N=C1)\N=C/N(C)C)C2O[Si](C)(C)C(C)(C)C)=O